4-bromo-3-fluoro-N,5-dimethyl-2-nitroaniline BrC1=C(C(=C(NC)C=C1C)[N+](=O)[O-])F